C(C1=CC=CC=C1)N1C2=C(SCC1)C=C(C=C2)CNC(=O)NC2=CC=C1C=CNC1=C2 1-((4-benzyl-3,4-dihydro-2H-benzo[b][1,4]thiazin-7-yl)methyl)-3-(1H-indol-6-yl)urea